1-(1-(2'-methoxy-4'-(trifluoromethyl)-[1,1'-biphenyl]-4-yl)butyl)-1H-imidazole-5-carboxylic acid methyl ester COC(=O)C1=CN=CN1C(CCC)C1=CC=C(C=C1)C1=C(C=C(C=C1)C(F)(F)F)OC